BrCC1=NN(N=C1)C 4-(bromomethyl)-2-methyl-2H-1,2,3-triazole